2'-chloro-N-(5-(1,5-dimethyl-1H-pyrazole-4-carbonyl)-5,6-dihydro-4H-pyrrolo[3,4-d]thiazol-2-yl)-5'-methoxy-6-methyl-[4,4'-bipyridine]-3-carboxamide ClC1=NC=C(C(=C1)C1=C(C=NC(=C1)C)C(=O)NC=1SC2=C(N1)CN(C2)C(=O)C=2C=NN(C2C)C)OC